FC1=CC(=C(C=C1)[C@@H]1[C@@H](O[C@@]([C@H]1C)(C(F)(F)F)C)C(=O)NC1=CC(=NC=C1)C(=O)N)O (2R,3R,4S,5S)-4-[[3-(4-Fluoro-2-hydroxy-phenyl)-4,5-dimethyl-5-(trifluoromethyl)tetrahydrofuran-2-carbonyl]amino]pyridin-2-carboxamid